2-fluorobenzenesulfonamide hydrochloride Cl.FC1=C(C=CC=C1)S(=O)(=O)N